CC=1N(C=C(N1)C)C1=CC=C(C=N1)N 6-(2,4-Dimethyl-1H-imidazol-1-yl)pyridin-3-amine